NCCN(C(OCC1=CC(OC2=CC(=C(C=C12)Br)OCOC)=O)=O)C (6-bromo-7-(methoxymethoxy)-2-oxo-2H-chromen-4-yl)methyl (2-aminoethyl)(methyl)carbamate